(1S,3aR,6aS)-2-(6-Chloro-4,7-difluoro-1H-indole-2-carbonyl)-N-((S)-1-cyano-2-((S)-2-oxopiperidin-3-yl)ethyl)-5,5-difluorooctahydrocyclopenta[c]pyrrole-1-carboxamide ClC1=CC(=C2C=C(NC2=C1F)C(=O)N1[C@@H]([C@@H]2[C@H](C1)CC(C2)(F)F)C(=O)N[C@@H](C[C@H]2C(NCCC2)=O)C#N)F